C1(CCCC1)[C@@H](CC#N)N1N=CC(=C1)C=1C2=C(N=CN1)N(C=C2)C(CCCC[C@H]2SS(CC2)=O)=O (3R)-3-Cyclopentyl-3-(4-(7-(5-((3R)-1-oxido-1,2-dithiolan-3-yl)pentanoyl)-7H-pyrrolo[2,3-d]pyrimidin-4-yl)-1H-pyrazol-1-yl)propanenitrile